FS(C=1C=C(C=CC1)O)(F)(F)(F)F 3-(pentafluoro-λ6-sulfaneyl)phenol